3-methyl-1-trifluoromethyl-2,4-pentanediol CC(C(CC(F)(F)F)O)C(C)O